S(=O)(=O)SC S-methyl thiosulfonate